bis(2,4-di-butylphenyl)pentaerythritol diphosphite OP(O)OP(O)O.C(CCC)C1=C(C=CC(=C1)CCCC)C(O)(C(CO)(CO)CO)C1=C(C=C(C=C1)CCCC)CCCC